1,1,1,3,3,5,5,7,7,7-decamethyltetrasiloxane C[Si](O[Si](O[Si](O[Si](C)(C)C)(C)C)(C)C)(C)C